C(C)OC(CC1(CC1)C(C(=O)OCC)[N+](=O)[O-])=O ethyl 2-(1-(2-ethoxy-2-oxoethyl)cyclopropyl)-2-nitroacetate